O=C1NC2=CC(=CC=C2C=C1C(=O)OCC)CC=C ethyl 2-oxo-7-(prop-2-enyl)-1H-quinoline-3-carboxylate